4-[4-cyano-7-(2-fluoro-5-methyl-phenyl)-3-hydroxy-quinolin-2-yl]-4-oxo-butyric acid ethyl ester C(C)OC(CCC(=O)C1=NC2=CC(=CC=C2C(=C1O)C#N)C1=C(C=CC(=C1)C)F)=O